4-propyl-2,2-dioxo-1,3,2-dioxathiolane C(CC)C1OS(OC1)(=O)=O